6-Chloro-7-[(2R)-2-{[(3-fluoropyridin-2-yl)oxy]methyl}pyrrolidin-1-yl]-4-oxo-1-(pyrazin-2-yl)quinoline-3-carboxylic acid ClC=1C=C2C(C(=CN(C2=CC1N1[C@H](CCC1)COC1=NC=CC=C1F)C1=NC=CN=C1)C(=O)O)=O